Tert-butyl 2-((2-formylpyrimidin-5-yl)oxy)acetate C(=O)C1=NC=C(C=N1)OCC(=O)OC(C)(C)C